monosodium fumarate disodium fumarate C(\C=C\C(=O)[O-])(=O)[O-].[Na+].[Na+].C(\C=C\C(=O)O)(=O)[O-].[Na+]